ON1[C@@H]2CC[C@H](N(C1=O)C2)C(NC(CC)=O)=N N-(((2S,5R)-6-hydroxy-7-oxo-1,6-diazabicyclo[3.2.1]octan-2-yl)(imino)methyl)propionamide